ClC1=NC(=NC=N1)NC1=CC=C2C=CNC2=C1 N-(4-chloro-1,3,5-triazin-2-yl)-1H-indol-6-amine